1-(benzo[b]thiophen-2-yl)-2-(3-methoxyphenyl)prop-2-en-1-one S1C2=C(C=C1C(C(=C)C1=CC(=CC=C1)OC)=O)C=CC=C2